P(=O)(OCC)(OF)[O-].[Li+] lithium monoethyl (fluoro) phosphate